BrC1=C2C(=C(N=C1)OC)N(C=C2)COCC[Si](C)(C)C 4-bromo-7-methoxy-1-((2-(trimethylsilyl)ethoxy)methyl)-1H-pyrrolo[2,3-c]pyridine